FC=1C(=C(C=CC1)CC#N)I 2-(3-fluoro-2-iodophenyl)acetonitrile